methyl-dodecyl-dimethyl-xylene CC=1C(=C(C(=C(C1C)C)C)C)CCCCCCCCCCCC